(3S)-N-(6-Chloro-9H-beta-carbolin-8-yl)-4-(2-((2R,6S)-2,6-dimethylmorpholin-4-yl)-2-oxoethyl)-6,6-dimethylmorpholine-3-carboxamide ClC=1C=C2C=3C=CN=CC3NC2=C(C1)NC(=O)[C@H]1N(CC(OC1)(C)C)CC(=O)N1C[C@H](O[C@H](C1)C)C